C1(CC1)C1=C(C=CC=C1)C=1C=C2CCN[C@@H](C2=CC1)CNC1=C(C(=O)O)C=CN=C1 (S)-3-(((6-(2-cyclopropylphenyl)-1,2,3,4-tetrahydroisoquinolin-1-yl)methyl)amino)isonicotinic acid